(S)-N-(((R)-1,4-dioxan-2-yl)methyl)-3-((9-ethyl-2-(((2R,3S)-2-hydroxypentan-3-yl)-amino)-9H-purin-6-yl)amino)pyrrolidine-1-sulfonamide O1[C@@H](COCC1)CNS(=O)(=O)N1C[C@H](CC1)NC1=C2N=CN(C2=NC(=N1)N[C@H]([C@@H](C)O)CC)CC